C(C)OC=1C=C(NC2=CC=CC(=N2)S(=O)(=O)NC(=O)C=2C(=NC=CC2)N2C(CC(C2)C)(C)C)C=CC1 N-[[6-(3-Ethoxyanilino)-2-pyridyl]sulfonyl]-2-(2,2,4-trimethylpyrrolidin-1-yl)pyridin-3-carboxamid